5-chloro-2-(4-pyridyl)-4-[2-(trifluoromethyl)morpholin-4-yl]-1H-pyrimidin-6-one ClC1=C(N=C(NC1=O)C1=CC=NC=C1)N1CC(OCC1)C(F)(F)F